ClCC1=CC=C(CN2CCN(CC2)CC2CCN(CC2)C(=O)OC(C)(C)C)C=C1 tert-Butyl 4-((4-(4-(Chloromethyl)benzyl)piperazin-1-yl)methyl)piperidine-1-carboxylate